1-((6-bromopyridin-3-yl)methyl)-4-ethylpiperazine BrC1=CC=C(C=N1)CN1CCN(CC1)CC